O1C(CCCCCCCCCC=CCC1)=O 1-oxacyclopentadecan-12-en-2-one